trans-tert-butyl (((1r,4r)-4-((4-(4-amino-2-fluorophenyl)piperazin-1-yl)methyl)cyclohexyl)methyl)carbamate NC1=CC(=C(C=C1)N1CCN(CC1)C[C@@H]1CC[C@H](CC1)CNC(OC(C)(C)C)=O)F